2-(benzo[d]thiazol-2-yl)-6-(2-(benzo[d]thiazol-2-yl)-4-methoxyphenoxy)-3-(4-chloro-1H-pyrazol-1-yl)-4-methoxyphenol S1C(=NC2=C1C=CC=C2)C2=C(C(=CC(=C2N2N=CC(=C2)Cl)OC)OC2=C(C=C(C=C2)OC)C=2SC1=C(N2)C=CC=C1)O